3-bromo-6-fluoro-2-(5-fluoropyridin-2-yl)-6-((trifluoromethoxy)methyl)-4,5,6,7-tetrahydropyrazolo[1,5-a]pyridine BrC=1C(=NN2C1CCC(C2)(COC(F)(F)F)F)C2=NC=C(C=C2)F